C(C)(=O)NC1=C(C=C(C=C1)N\C(=C(/C(=O)OCC)\C#N)\C1CC1)OCC Ethyl (Z)-3-((4-acetamido-3-ethoxyphenyl)amino)-2-cyano-3-cyclopropylacrylate